C1(=CC=CC2=CC=CC=C12)C(=O)N1CCN(CC1)C([C@H](CCCCNC(C=C)=O)NC(C1=CN=CC=C1)=O)=O (S)-N-(1-(4-(1-naphthoyl)piperazin-1-yl)-6-acrylamido-1-oxohexan-2-yl)nicotinamide